3-(pyrimidin-2-ylphenyl)pyrimidin-4-amine N1=C(N=CC=C1)C1=C(C=CC=C1)N1CN=CC=C1N